C(C)(C)(C)OC(=O)N1C[C@H](CC1)[C@@H](C(=O)OC(C)(C)C)CC1=CC(=CC=C1)CNC1=CC(=CC(=C1)OC)F (3R)-3-[(1S)-2-tert-butoxy-1-[[3-[(3-fluoro-5-methoxy-anilino)methyl]phenyl]methyl]-2-oxoethyl]pyrrolidine-1-carboxylic acid tert-butyl ester